C(CCCCCCCCCCCCCCCCC)N(C(CNC(CCOCCOCCOCCOCCNC(CN1CCN(CCN(CCN(CC1)CC(=O)[O-])CC(=O)[O-])CC(=O)[O-])=O)=O)=O)CCCCCCCCCCCCCCCCCC.[Gd+3] gadolinium (III) 2,2',2''-(10-(22-octadecyl-2,18,21-trioxo-6,9,12,15-tetraoxa-3,19,22-triazatetracontyl)-1,4,7,10-tetraazacyclododecane-1,4,7-triyl)triacetate